N-((S)-pyrrolidin-3-yl)formamidin N1C[C@H](CC1)NC=N